N1[C@@H](CCC1=O)C(=O)O.C(C)(C)NS(=O)(=O)C1=CC=C(C=C1)C1=CC=C(C=C1)OCC#C N-isopropyl-4'-propargyloxy-4-biphenylsulfonamide pyroglutamate